ClC1=NC(=NC(=C1)OC1=CC=C(C=C1)F)SC 4-chloro-6-(4-fluorophenoxy)-2-(methylthio)pyrimidine